CO[Si](CCCNCCNCCN)(OC)OC 3-trimethoxysilylpropyl-diethylenetriamine